N-{4-[2-(acetamido)pyridin-4-yloxy]phenyl}-3-oxo-4-(4-methoxyphenyl)-3,4-dihydropyrazine-2-carboxamide C(C)(=O)NC1=NC=CC(=C1)OC1=CC=C(C=C1)NC(=O)C1=NC=CN(C1=O)C1=CC=C(C=C1)OC